4-Methyl-1-[2-[(1-oxododecyl)amino]ethyl]pyridinium chloride [Cl-].CC1=CC=[N+](C=C1)CCNC(CCCCCCCCCCC)=O